5'-chloro-N-[(2,3-difluoro-4-methoxyphenyl)methyl]-7'-oxo-7',8'-dihydro-6'H-spiro[cyclohexane-1,9'-furo[2,3-f]quinazoline]-2'-carboxamide ClC=1C=C2C(=C3C4(NC(NC13)=O)CCCCC4)OC(=C2)C(=O)NCC2=C(C(=C(C=C2)OC)F)F